4,6-dimethyl-heptan-2-one CC(CC(C)=O)CC(C)C